1-(3-iodo-1H-pyrazolo[3,4-c]pyridin-5-yl)cyclobutanecarbonitrile IC1=NNC2=CN=C(C=C21)C2(CCC2)C#N